ClC1=CNC2=NC=CC(=C21)OC2=C(C=C(C=C2F)NC=2OCC1(CC1)CN2)F N-{4-[(3-chloro-1H-pyrrolo[2,3-b]pyridin-4-yl)oxy]-3,5-difluorophenyl}-5-oxa-7-azaspiro[2.5]oct-6-en-6-amine